ClC1=NC(=CC=C1C(=O)OCCCC)Cl butyl 2,6-dichloropyridine-3-carboxylate